N-[2-(dimethylamino)ethyl]-3-{2-[(3,5-dimethylphenyl)amino]pyrimidin-4-yl}-1-methyl-1H-pyrazole-5-carboxamide CN(CCNC(=O)C1=CC(=NN1C)C1=NC(=NC=C1)NC1=CC(=CC(=C1)C)C)C